C(C)OC([C@@H](N(C)C(C=C)=O)C)=O N-acryloyl-N-methylalanine ethyl ester